N-(4-trifluoromethoxyphenyl)benzamide FC(OC1=CC=C(C=C1)NC(C1=CC=CC=C1)=O)(F)F